CN1N=C(N=C1C1=CC=C(C=C1)C(F)(F)F)CN1CCCC1 1-methyl-3-(pyrrolidin-1-ylmethyl)-5-(4-(trifluoromethyl)phenyl)-1H-1,2,4-triazole